N-(3-(3-(2,6-dioxo-piperidin-3-yl)benzofuran-5-yl)prop-2-yn-1-yl)-5-(8-(3-methyl-2-oxo-2,3-dihydrobenzo[d]oxazol-5-yl)isoquinolin-3-yl)picolinamide O=C1NC(CCC1C1=COC2=C1C=C(C=C2)C#CCNC(C2=NC=C(C=C2)C=2N=CC1=C(C=CC=C1C2)C=2C=CC1=C(N(C(O1)=O)C)C2)=O)=O